FC(C(=O)O)(F)F.BrC1=NSC(=N1)C1=NN(C2=C1C(=NC=C2)N)C(C)C 3-(3-bromo-1,2,4-thiadiazol-5-yl)-1-isopropyl-1H-pyrazolo[4,3-c]pyridin-4-amine 2,2,2-trifluoroacetate